1-(4-((5-fluoro-2-methoxybenzoylamino)methyl)phenyl)-4-nitro-1H-pyrazole-5-carboxamide FC=1C=CC(=C(C(=O)NCC2=CC=C(C=C2)N2N=CC(=C2C(=O)N)[N+](=O)[O-])C1)OC